BrC=1C(=NC=C(C1)C(N)=O)NCCCCNC(OC(C)(C)C)=O tert-butyl (4-((3-bromo-5-carbamoylpyridin-2-yl)amino)butyl)carbamate